N6-(7-bromoheptanoyl)-L-lysine BrCCCCCCC(=O)NCCCC[C@H](N)C(=O)O